methyl (Z)-2-[4-chloro-2-methyl-5-(3-methylpyrazol-1-yl)phenoxy]-3-methoxy-prop-2-enoate ClC1=CC(=C(O\C(\C(=O)OC)=C/OC)C=C1N1N=C(C=C1)C)C